FC(S(=O)(=O)OC1=C(C(N(C=2N=C(N=CC21)SC)C)=O)Br)(F)F 6-bromo-8-methyl-2-(methylsulfanyl)-7-oxopyrido[2,3-d]pyrimidin-5-yl trifluoromethanesulfonate